S(=O)(=O)(ON1[C@@H]2CC[C@H](N(C1=O)C2)C(NC(=O)C2=NN(C=N2)C)=N)O (2S,5R)-2-(N-(1-methyl-1H-1,2,4-triazole-3-carbonyl) carbamimidoyl)-7-oxo-1,6-diazabicyclo[3.2.1]octan-6-yl hydrogen sulfate